Cl.C1(=CC=CC=C1)CCCNC1(CCOCC1)C(=O)N[C@@H](C)C1=CC=C(C(=O)O)C=C1 4-[(1S)-1-[[4-(3-Phenylpropylamino)tetrahydropyran-4-carbonyl]amino]ethyl]benzoic acid, hydrochloride